OC(C(=O)N1CC2=C(N=C(NC2=O)C2(CC2)C2=CC=CC=C2)CC1)C=1C=C(C=CC1)C1=CC=C(C=C1)C 6-(2-hydroxy-2-(4'-methyl-[1,1'-biphenyl]-3-yl)acetyl)-2-(1-phenylcyclopropyl)-5,6,7,8-tetrahydropyrido[4,3-d]pyrimidin-4(3H)-one